C(=O)(O)C(CC(=O)O)OCCN([C@@H](CC(=O)O)C(=O)O)CCOC(CC(=O)O)C(=O)O N,N-bis[2-(1,2-dicarboxyethoxy)ethyl]aspartic acid